C(C)(C)(C)OC(=O)N1CCC(CC1)(C#N)CC1=C(C=C(C=C1)OC)Br 4-(2-bromo-4-methoxybenzyl)-4-cyanopiperidine-1-carboxylic acid tert-butyl ester